NCC1=C(C=C(C=C1)C1=CC(=CC=C1)S(=O)(=O)N1CCC2(C[C@@H](CO2)NC[C@@H](COC2=CC(=CC=C2)S(=O)(=O)C2(CC2)CO)O)CC1)F (S)-1-((S)-8-(4'-(aminomethyl)-3'-fluorobiphenyl-3-ylsulfonyl)-1-oxa-8-azaspiro[4.5]decan-3-ylamino)-3-(3-(1-(hydroxymethyl)cyclopropylsulfonyl)phenoxy)propan-2-ol